(3aS,9bR)-8-(2-fluorobenzyloxy)-6,9-dimethyl-3-methylene-3a,4,5,9b-tetrahydronaphtho[1,2-b]furan-2(3H)-one FC1=C(COC2=CC(=C3CC[C@@H]4[C@@H](OC(C4=C)=O)C3=C2C)C)C=CC=C1